isopropylsuccinic acid dineopentyl ester C(C(C)(C)C)OC(C(CC(=O)OCC(C)(C)C)C(C)C)=O